(S)-(4-(5-fluorobenzo[d]thiazol-2-yl)-6,7-dihydro-1H-imidazo[4,5-c]pyridin-5(4H)-yl)(imidazo[1,5-a]pyridin-1-yl)methanone FC=1C=CC2=C(N=C(S2)[C@H]2N(CCC3=C2N=CN3)C(=O)C=3N=CN2C3C=CC=C2)C1